4-((R)-4-((S)-1-(4-(acryloyloxy)-3,3-dimethyl-2-oxobutanoyl)piperidine-2-carbonyloxy)-4-(3-(4-tert-butoxy-4-oxobutanoylamino)phenyl)butyl)piperazine-1-carboxylic acid tert-butyl ester C(C)(C)(C)OC(=O)N1CCN(CC1)CCC[C@H](C1=CC(=CC=C1)NC(CCC(=O)OC(C)(C)C)=O)OC(=O)[C@H]1N(CCCC1)C(C(C(COC(C=C)=O)(C)C)=O)=O